C(#N)C=1C=CC(=NC1)OC1=CC=C(C=C1)C1CCN(CC1)C(=O)OC(C)(C)C tert-butyl 4-(4-((5-cyanopyridin-2-yl)oxy)phenyl)piperidine-1-carboxylate